COC1=CC=C(C=C1)CN(CC1=CC=C(C=C1)OC)/C(=N/C(=O)C1=NC2=C(N1)C=CC=C2)/SC (NZ)-N-[[bis[(4-methoxyphenyl)methyl]amino]-methylsulfanyl-methylene]-1H-benzimidazole-2-carboxamide